5-((6-Chloro-5-methoxypyrimidin-4-yl)amino)-1,3-dimethyl-1,3-dihydro-2H-benzo[d]imidazol-2-one ClC1=C(C(=NC=N1)NC1=CC2=C(N(C(N2C)=O)C)C=C1)OC